CC1(C(N(C=C(C1)C(=O)N[C@@H]1[C@H](C1)C)CC1=CC(=CC=C1)CC=O)=O)C(=O)N 3-methyl-N5-((1s,2s)-2-methylcyclopropyl)-2-oxo-1-(3-(2-oxoethyl)benzyl)-1,2-dihydropyridine-3,5-dicarboxamide